(4-(4-(tert-butyl)phenyl)-2-methyl-1H-inden-1-yl)(4-(4-(tert-butyl)phenyl)-2-isopropyl-1H-inden-1-yl)methylphenylsilane C(C)(C)(C)C1=CC=C(C=C1)C1=C2C=C(C(C2=CC=C1)[SiH](C1=CC=CC=C1)CC1C(=CC2=C(C=CC=C12)C1=CC=C(C=C1)C(C)(C)C)C(C)C)C